ClC1=C(N=C(S1)C#C)C(=O)N(C1=CC(=CC(=C1)OC)OC)C1C(N(CC1)CC1CCCCC1)=O 5-Chloro-N-(1-(cyclohexylmethyl)-2-oxopyrrolidin-3-yl)-N-(3,5-dimethoxyphenyl)-2-ethynylthiazole-4-carboxamide